(2S)-N-[(1S)-2-(1H-indazol-7-ylmethylamino)-1-methyl-2-oxo-ethyl]-4-oxo-2-(3-phenylpropanoylamino)-4-pyrrolidin-1-yl-butanamide N1N=CC2=CC=CC(=C12)CNC([C@H](C)NC([C@H](CC(N1CCCC1)=O)NC(CCC1=CC=CC=C1)=O)=O)=O